ClC=1C=NN2C1C1=C(CCC2)OC(=C1)C(=O)O 1-chloro-6,7-dihydro-5H-furo[3,2-c]pyrazolo[1,5-a]azepine-9-carboxylic acid